ClC=1C=CC(=C(C1)C=1C=C(C=2OCCNC2N1)C=1C=C(C=NC1)NC(CCN1CC(N(CC1)C)=O)=O)F N-{5-[6-(5-chloro-2-fluorophenyl)-2H,3H,4H-pyrido[3,2-b][1,4]oxazin-8-yl]pyridin-3-yl}-3-(4-methyl-3-oxopiperazin-1-yl)propanamide